NC1=CC(=C(N=N1)C=1CCN(CC1)C(=O)OC(C)(C)C)C Tert-butyl 4-(6-amino-4-methylpyridazin-3-yl)-1,2,3,6-tetrahydropyridine-1-carboxylate